5-chloro-2-{7-oxa-1-azaspiro[4.4]non-1-yl}aniline ClC=1C=CC(=C(N)C1)N1CCCC12COCC2